C(C)(=O)N1[C@H](CCC2=CC(=CC=C12)C1=CC=C(C(=O)O)C=C1)C (S)-4-(1-acetyl-2-methyl-1,2,3,4-tetra-hydroquinolin-6-yl)benzoic acid